2-(3-phenylpropyl)indoline C1(=CC=CC=C1)CCCC1NC2=CC=CC=C2C1